[Si](C)(C)(C(C)(C)C)OCC1(CN(C1)C=1C=CC(=NC1)N)F 5-(3-(((tert-butyldimethylsilyl)oxy)methyl)-3-fluoroazetidin-1-yl)pyridin-2-amine